(S)-2-amino-3-(5-hydroxypyridin-3-yl)propanoic acid N[C@H](C(=O)O)CC=1C=NC=C(C1)O